(2R,4S)-1-[(2S)-3,3-dimethyl-2-[4-(2-tetrahydropyran-2-ylethyl)triazol-1-yl]butanoyl]-4-hydroxy-N-methyl-pyrrolidine-2-carboxamide CC([C@@H](C(=O)N1[C@H](C[C@@H](C1)O)C(=O)NC)N1N=NC(=C1)CCC1OCCCC1)(C)C